ClC1=C(C=CC(=C1NC=1C(=C2C(N(C=NC2=CC1)C)=O)C)F)N(S(=O)(=O)C=1OC=CC1)COCC[Si](C)(C)C N-(2-chloro-3-((3,5-dimethyl-4-oxo-3,4-dihydroquinazolin-6-yl)amino)-4-fluorophenyl)-N-((2-(trimethyl-silyl)ethoxy)methyl)furan-2-sulfonamide